1-(fluoromethyl)cyclopropane-1-carboxylate FCC1(CC1)C(=O)[O-]